(R)-N-(1-(3-(1,1-difluoro-2-methoxyethyl)-2-fluorophenyl)ethyl)-7-methoxy-6-(2-methoxyethoxy)-2-methyl-quinazolin-4-amine FC(COC)(F)C=1C(=C(C=CC1)[C@@H](C)NC1=NC(=NC2=CC(=C(C=C12)OCCOC)OC)C)F